C1(CC1)S(=O)(=O)NC=1SC=C(N1)C(=O)OCC Ethyl 2-(cyclopropanesulfonamido)thiazole-4-carboxylate